4-(1-(4-Cyclopentyl-2-methyl-5-(5-methyl-4H-1,2,4-triazol-3-yl)benzoyl)piperidin-4-yl)benzonitrile C1(CCCC1)C1=CC(=C(C(=O)N2CCC(CC2)C2=CC=C(C#N)C=C2)C=C1C1=NN=C(N1)C)C